CN1C=NCCC1 1-methyl-1,4,5,6-tetrahydropyrimidine